5-((5-ethynylfuran-2-yl)methylene)-1-(2-fluorophenyl)-2-thioxodihydropyrimidine-4,6(1H,5H)-dione C(#C)C1=CC=C(O1)C=C1C(NC(N(C1=O)C1=C(C=CC=C1)F)=S)=O